3-(chloromethyl)-4H-1,2,4-triazole ClCC1=NN=CN1